4-[[(2S,3R,4S,5S)-3-(5-deuterio-3,4-difluoro-2-methoxy-phenyl)-4,5-dimethyl-5-(trifluoromethyl)tetrahydrofuran-2-carbonyl]amino]pyridine-2-carboxamide [2H]C=1C(=C(C(=C(C1)[C@@H]1[C@H](O[C@@]([C@H]1C)(C(F)(F)F)C)C(=O)NC1=CC(=NC=C1)C(=O)N)OC)F)F